N-(2-Chloro-3-{(4S)-2-imino-4-methyl-1-[(2R*,4R*)-2-methyl-tetrahydropyran-4-yl]-6-oxo-hexahydropyrimidin-4-yl}phenyl)-cinnoline-3-carboxamide trifluoroacetic acid salt FC(C(=O)O)(F)F.ClC1=C(C=CC=C1[C@]1(NC(N(C(C1)=O)[C@H]1C[C@H](OCC1)C)=N)C)NC(=O)C=1N=NC2=CC=CC=C2C1 |o1:21,23|